3-((4-carbamoyl-2,6-difluorophenoxy)methyl)-4-chlorobenzo[b]thiophene-2-carboxylic acid 2-methoxyethyl ester COCCOC(=O)C1=C(C2=C(S1)C=CC=C2Cl)COC2=C(C=C(C=C2F)C(N)=O)F